C(CC(=O)O)[C@@H](C(=O)O)N alpha-glutamate